(2R,6S)-tert-Butyl 4-(2-(4-(3-(4-cyano-3-(trifluoromethyl)phenyl)-5,5-dimethyl-4-oxo-2-thioxoimidazolidin-1-yl)-2-ethylphenoxy)ethyl)-2,6-dimethylpiperazine-1-carboxylate C(#N)C1=C(C=C(C=C1)N1C(N(C(C1=O)(C)C)C1=CC(=C(OCCN2C[C@H](N([C@H](C2)C)C(=O)OC(C)(C)C)C)C=C1)CC)=S)C(F)(F)F